3-HYDROXY-PYRONE OC=1C(OC=CC1)=O